BrC1=CC=C(C=C1)SCC(=C(F)F)Br 2-bromo-3,3-difluoroallyl 4-bromophenyl sulfide